o-anilinesulfonic acid NC=1C(=CC=CC1)S(=O)(=O)O